4-formyl-2-phenyl-1,3-dioxolane C(=O)C1OC(OC1)C1=CC=CC=C1